N-methyl-5-((1S,6R)-5-((6-oxo-7-(trifluoromethyl)-5,6-dihydro-1,5-naphthyridin-3-yl)methyl)-2,5-diazabicyclo[4.2.0]octan-2-yl)picolinamide CNC(C1=NC=C(C=C1)N1[C@H]2CC[C@H]2N(CC1)CC=1C=NC=2C=C(C(NC2C1)=O)C(F)(F)F)=O